N1(CCC1)C1=CC=2C=C3N(CCN(C3)C(CCOCC3NCC3)=O)C2N=C1 2-((3-(3-(azetidin-1-yl)-8,9-dihydropyrido[3',2':4,5]pyrrolo[1,2-a]pyrazin-7(6H)-yl)-3-oxopropoxy)methyl)azetidin